1-(3,4-dichlorophenyl)-3-(pyridin-3-yl)quinazoline-2,4(1H,3H)-dione ClC=1C=C(C=CC1Cl)N1C(N(C(C2=CC=CC=C12)=O)C=1C=NC=CC1)=O